ethane-1,2-diylbis[(2-methoxyphenyl)phenylphosphane] C(CP(C1=CC=CC=C1)C1=C(C=CC=C1)OC)P(C1=CC=CC=C1)C1=C(C=CC=C1)OC